OC(C)C1OCCC1O 2-(1-hydroxyethyl)-tetrahydrofuran-3-ol